ClC=1C=CC2=C(N=C(O2)N2CCC(CC2)CNC(=O)C=2C=NC(=CC2)C(F)(F)F)C1 N-[[1-(5-chloro-1,3-benzoxazol-2-yl)-4-piperidyl]methyl]-6-(trifluoromethyl)pyridine-3-carboxamide